FC=1C=C(C=CC1)C1=C2C=CN(C(C2=CN=C1)=O)CC=1N=C2N(C=C(C=C2)C)C1 5-(3-fluorophenyl)-2-({6-methylimidazo[1,2-a]pyridin-2-yl}methyl)-1,2-dihydro-2,7-naphthyridin-1-one